sulfuric acid mono(2-ethylhexyl) ester sodium salt [Na+].C(C)C(COS([O-])(=O)=O)CCCC